CC1=NC=C(C=C1NC(=O)C1=NN=C2N1C=CC(=C2)C2=CSC=C2)NC(C[C@@H]2N(CCC2)C)=O (R)-N-(2-methyl-5-(2-(1-methylpyrrolidin-2-yl)acetamido)pyridin-3-yl)-7-(thiophen-3-yl)-[1,2,4]triazolo[4,3-a]pyridine-3-carboxamide